1-([1,2,4]triazolo[3,4-a]isoquinolin-7-yl)-5-(trifluoromethyl)-1H-pyrazole-4-carboxylic acid N=1N=CN2C1C1=CC=CC(=C1C=C2)N2N=CC(=C2C(F)(F)F)C(=O)O